N1-(2-(1H-pyrrol-1-yl)quinazolin-4-yl)-N2,N2-dimethylethane-1,2-diamine N1(C=CC=C1)C1=NC2=CC=CC=C2C(=N1)NCCN(C)C